C(C1=CC=CC=C1)OC(=O)N[C@@H](CC1=CC=C(C=C1)[N+](=O)[O-])C(=O)O N-(benzyloxycarbonyl)-4-nitrophenylalanine